CC1=CC(=C(C(=C1)C(C)(C)C)O)CC1=C(C(=CC(=C1)C)C(C)(C)C)O 4,4'-dimethyl-6,6'-bis(tert-butyl)[2,2'-methylenebis(phenol)]